5-(2-hydroxyethyl)-6-methylpyrimidine-2,4(1H,3H)-dione OCCC=1C(NC(NC1C)=O)=O